FC1=CC=C(C(=O)N(C)OC)C=C1 4-fluoro-N-methoxy-N-methyl-benzamide